ClC=1C(=CC(=C(C1)C1=NNC=C1C1=NC2=CC(=CN=C2C=C1)C=1N2C(=NN1)NCC2)F)F 2-[3-(5-chloro-2,4-difluoro-phenyl)-1H-pyrazol-4-yl]-7-(6,7-dihydro-5H-imidazo[2,1-c][1,2,4]triazol-3-yl)-1,5-naphthyridine